methyl 2-ethyl-6,6-dimethylcyclohex-2,4-diene-1-carboxylate C(C)C=1C(C(C=CC1)(C)C)C(=O)OC